C(#N)C1(CC1)C=1C=C(C(=O)NC(C)C2=NC=CN=C2C2=NC=C(C=C2)C#N)C=C(C1)OC(F)F 3-(1-cyanocyclopropyl)-N-[1-[3-(5-cyano-2-pyridyl)pyrazin-2-yl]ethyl]-5-(difluoromethoxy)benzamide